F[C@@H]1[C@@H](C1)NC(=O)C1=CN=C2N1N=C(C=C2NC)N2CCC1=C(C=C(C=C21)OC)C2=NC=C(C=C2)C=O N-((1R,2S)-2-fluorocyclopropyl)-6-(4-(5-formylpyridin-2-yl)-6-methoxyindolin-1-yl)-8-(methylamino)imidazo[1,2-b]pyridazine-3-carboxamide